(1r,3s)-methyl 3-(3-(1,3-dioxoisoindolin-2-yl)propyl)cyclobutanecarboxylate O=C1N(C(C2=CC=CC=C12)=O)CCCC1CC(C1)C(=O)OC